OC=1C=C(C=C(C1C(CCC1=CC=C(C=C1)O)=O)O)[O-] 3,5-dihydroxy-4-[1-oxo-3-(4-hydroxyphenyl)propyl]phenolate